FC1(CCN(CC1)C(CCCCCCSC1=C2CNC(C2=CC=C1F)=O)=O)F 4-((7-(4,4-difluoropiperidin-1-yl)-7-oxoheptyl)thio)-5-fluoro-1-oxoisoindoline